phenyl (1-fluoro-1-((R or S)-3-(2-(5-fluoro-thiophen-2-yl)ethyl)-1-(2-(6-methylpyridin-3-yl)propan-2-yl)pyrrolidin-3-yl)ethyl)carbamate FC(C)([C@]1(CN(CC1)C(C)(C)C=1C=NC(=CC1)C)CCC=1SC(=CC1)F)NC(OC1=CC=CC=C1)=O |o1:3|